5-Chloro-2-(4-fluoro-2-methylphenoxy)-N-(4-fluoro-3-hydroxyphenyl)-4-(trifluoromethyl)benzamide ClC=1C(=CC(=C(C(=O)NC2=CC(=C(C=C2)F)O)C1)OC1=C(C=C(C=C1)F)C)C(F)(F)F